N-(4-(6-(Dimethylamino)pyridin-3-yl)benzyl)-4-hydroxy-N-(3-(4-methyl-1H-pyrazol-1-yl)phenyl)cyclohexanecarboxamide CN(C1=CC=C(C=N1)C1=CC=C(CN(C(=O)C2CCC(CC2)O)C2=CC(=CC=C2)N2N=CC(=C2)C)C=C1)C